tert-butyl 7-((2-fluorobenzyl) oxy)-3,4-dihydroisoquinoline-2(1H)-carboxylate FC1=C(COC2=CC=C3CCN(CC3=C2)C(=O)OC(C)(C)C)C=CC=C1